3-[(7-methyl-1-isoquinolyl)amino]cyclobutanecarboxylic acid CC1=CC=C2C=CN=C(C2=C1)NC1CC(C1)C(=O)O